4-piperidin-1-ylpiperidin-1-carboxylate N1(CCCCC1)C1CCN(CC1)C(=O)[O-]